3-((6-(4-(4-methylpiperazin-1-yl)phenyl)-7H-pyrrolo[2,3-d]pyrimidin-4-yl)phenyl)but-2-enamide CN1CCN(CC1)C1=CC=C(C=C1)C1=CC2=C(N=CN=C2C2=C(C=CC=C2)C(=CC(=O)N)C)N1